FC1(CC(C1)C(=O)OCCCC)C1=CC(=CC=C1)CC1=NN=C(N1)C1=C(C=CC(=C1)OC=1C(=C2C=CNC2=CC1F)C)F butyl 3-fluoro-3-(3-((5-(2-fluoro-5-((6-fluoro-4-methyl-1H-indol-5-yl)oxy)phenyl)-4H-1,2,4-triazol-3-yl)methyl)phenyl)cyclobutane-1-carboxylate